C(#N)C1=CC=C2C(=CNC2=C1P(=O)(C)C)C1=NC(=NC=C1C(F)(F)F)N[C@H]1C2(CN(C2)C(=O)OC(C)(C)C)CC1 tert-butyl (R)-5-((4-(6-Cyano-7-(dimethylphosphoryl)-1H-indol-3-yl)-5-(trifluoromethyl)pyrimidin-2-yl)amino)-2-azaSpiro[3.3]heptane-2-carboxylate